C(C1=CC=CC=C1)O[C@@H]1CN(CC1)C1=C(N=CS1)C(=O)O 5-[(3S)-3-(benzyloxy)pyrrolidin-1-yl]-1,3-thiazole-4-carboxylic acid